NC=1C(=NC=NC1N(CC1=CC=CC=C1)CC1=CC=CC=C1)N[C@@H]1C(CN(CC1)C(=O)OC(C)(C)C)(F)F tert-butyl (4S)-4-{[5-amino-6-(dibenzylamino) pyrimidin-4-yl] amino}-3,3-difluoropiperidine-1-carboxylate